(S)-2-(3-fluoro-4-(((1R,2S)-2-hydroxycyclopentyl)methyl)phenyl)propionic acid FC=1C=C(C=CC1C[C@@H]1[C@H](CCC1)O)[C@@H](C(=O)O)C